N1=CC(=CC=C1)CCC#CC1=CC=C(N=N1)\C=N/O (Z)-6-(4-(pyridin-3-yl)but-1-ynyl)pyridazine-3-carbaldehyde oxime